((2R,3S,5R)-5-(4-amino-2-chloro-7H-pyrrolo[2,3-d]pyrimidin-7-yl)-2-ethynyl-3-hydroxytetrahydrofuran-2-yl)methyl 2-(4-chlorophenyl)acetate ClC1=CC=C(C=C1)CC(=O)OC[C@]1(O[C@H](C[C@@H]1O)N1C=CC2=C1N=C(N=C2N)Cl)C#C